1-((3-(5-(3,5-difluorophenyl)-4,5-dihydro-1H-pyrazole-1-carbonyl)-bicyclo[1.1.1]pentan-1-yl)methyl)-1H-1,2,3-triazole-4-carboxamide FC=1C=C(C=C(C1)F)C1CC=NN1C(=O)C12CC(C1)(C2)CN2N=NC(=C2)C(=O)N